4-((3-(6-(pyridin-4-yl)-1H-benzo[d]imidazol-1-yl)piperidin-1-yl)sulfonyl)benzonitrile N1=CC=C(C=C1)C=1C=CC2=C(N(C=N2)C2CN(CCC2)S(=O)(=O)C2=CC=C(C#N)C=C2)C1